sodium taurate (taurinate) NCCS(=O)(=O)[O-].NCCS(=O)(=O)O.[Na+]